benzyl-triethylammonium chloride salt [Cl-].C(C1=CC=CC=C1)[N+](CC)(CC)CC